N-(3-(chloromethyl)-1,2,4-thiadiazol-5-yl)-2-methyl-5-(3-(trifluoromethyl)phenyl)thiophene-3-carboxamide ClCC1=NSC(=N1)NC(=O)C1=C(SC(=C1)C1=CC(=CC=C1)C(F)(F)F)C